COC(=O)[C@H]1[C@@H](C1)CN1C(N(C(=NC1=O)SCC)CC1=CC=C(C=C1)Cl)=O trans-2-((3-(4-chlorobenzyl)-4-ethylthio-2,6-dioxo-3,6-dihydro-1,3,5-triazin-1(2H)-yl)methyl)cyclopropane-1-carboxylic acid methyl ester